10,11-dimethoxy-4,6,7,9,14,14a-hexahydroisoquinolino[3,2-a][1,4]oxazino[3,2-g]isoquinolin-3(2H)-one COC1=C(C=CC=2CC3N(CCC4=CC5=C(C=C34)OCC(N5)=O)CC12)OC